C1(CCC1)C1=CC=2N(N=C1NCC(CN(C)C)(C)C)C(=NN2)C2=CC=C(C=C2)F N'-(7-Cyclobutyl-3-(4-fluoro-phenyl)-[1,2,4]triazolo[4,3-b]pyridazin-6-yl)-2,2,N,N-tetramethyl-propane-1,3-diamine